CC1=C(C=C(C=C1)C=1SC(=NN1)C1=CC(=NC=C1)C(F)(F)F)C=1C=CC2=C(OC3(CCOCC3)CC(N2)=O)C1 8-(2-methyl-5-(5-(2-(trifluoromethyl)pyridin-4-yl)-1,3,4-thiadiazol-2-yl)phenyl)-2',3',5',6'-tetrahydro-3H-spiro[benzo[b][1,4]oxazepine-2,4'-pyran]-4(5H)-one